C(CCC)O.FC1=CC=C(C)C=C1 L-4-fluorotoluene-n-butanol